methyl-(2-ethylphenyl)silane ethyl-(R)-2-(5-(3-(5-(pentan-3-ylcarbamoyl)oxazol-2-yl)phenyl)-1H-pyrazole-3-carboxamido)-2-phenylacetate C(C)OC([C@@H](C1=CC=CC=C1)NC(=O)C1=NNC(=C1)C1=CC(=CC=C1)C=1OC(=CN1)C(NC(CC)CC)=O)=O.C[SiH2]C1=C(C=CC=C1)CC